phosphaphenanthryl phenyl sulfone C1(=CC=CC=C1)S(=O)(=O)C1=PC=2C=CC3=CC=CC=C3C2C=C1